CN1[C@@](CC1)(C)COC=1C(=CC(=NC1)C)C1=CC=2N(C=C1)N=C(C2)NC(=O)C2CC2 (R)-N-[5-[5-[(1,2-dimethylazetidin-2-yl)methoxy]-2-methyl-4-pyridyl]pyrazolo[1,5-a]pyridin-2-yl]cyclopropanecarboxamide